BrC1=C(C(=CC=2N(C(NC21)=O)CC2=CC=C(C=C2)OC)F)C(=O)C2=C(C=CC(=C2)F)Cl 4-bromo-5-[(2-chloro-5-fluorophenyl)carbonyl]-6-fluoro-1-[(4-methoxyphenyl)methyl]-2,3-dihydro-1H-benzo[d]imidazol-2-one